1-(3-chloro-4-iodopyridin-2-yl)-1H-pyrazole-4-carboxylic acid methyl ester COC(=O)C=1C=NN(C1)C1=NC=CC(=C1Cl)I